C(C)OC(CC1CN(CC1)C1=C(C=C(C=C1F)C1=NC(=CN=C1)OC)F)=O {1-[2,6-difluoro-4-(6-methoxy-pyrazin-2-yl)-phenyl]-pyrrolidin-3-yl}-acetic acid ethyl ester